[C@H]12CN(C[C@H](CC1)N2)C=2C1=C(N=C(N2)OC([2H])([2H])C2(CC2)CN2CCOCC2)C(=C(N=C1)C1=CC(=CC2=CC=C(C(=C12)CC)F)O)F 4-(4-((1R,5S)-3,8-Diazabicyclo[3.2.1]octan-3-yl)-8-fluoro-2-((1-(morpholinomethyl)cyclopropyl)methoxy-d2)pyrido[4,3-d]pyrimidin-7-yl)-5-ethyl-6-fluoronaphthalen-2-ol